Methyl-3-(1-methyl-1H-imidazol-4-yl)-4-((4-(trifluoromethyl)phenyl)amino)benzenesulfonamide CC1=C(C=CC(=C1C=1N=CN(C1)C)NC1=CC=C(C=C1)C(F)(F)F)S(=O)(=O)N